N=1N=C(NC1)C=1SC(=CN1)C=O 2-(4H-1,2,4-TRIAZOL-3-YL)-1,3-THIAZOLE-5-CARBALDEHYDE